2-ethyl-2,3-dihydro-thieno[3,4-b][1,4]dioxine C(C)C1COC=2C(O1)=CSC2